N-(5-(4-(4-Aminoimidazo[2,1-f][1,2,4]triazin-7-yl)-1H-pyrazol-1-yl)-6-Methylpyridin-3-yl)-2-fluoro-5-(trifluoromethyl)benzamide NC1=NC=NN2C1=NC=C2C=2C=NN(C2)C=2C=C(C=NC2C)NC(C2=C(C=CC(=C2)C(F)(F)F)F)=O